BrC1=CC=C2C(=NC(=NC2=C1F)Cl)NC(CO)(C)C 2-((7-bromo-2-chloro-8-fluoroquinazolin-4-yl)amino)-2-methylpropan-1-ol